1-(2-((tert-butoxycarbonyl)amino)-5-chloropyridin-4-yl)-5-(trifluoromethyl)-1H-pyrazole-4-carboxylic acid C(C)(C)(C)OC(=O)NC1=NC=C(C(=C1)N1N=CC(=C1C(F)(F)F)C(=O)O)Cl